ClC1=CC=C(C=C1)[C@@H]([C@H](O)C1=CC=C(C=C1)Cl)NC(OC(C)(C)C)=O tert-butyl ((1S,2R)-1,2-bis(4-chlorophenyl)-2-hydroxyethyl)carbamate